3-[1-oxo-5-[4-[[4-(4-piperidylmethyl)piperazin-1-yl]methyl]-1-piperidyl]isoindolin-2-yl]piperidine-2,6-dione O=C1N(CC2=CC(=CC=C12)N1CCC(CC1)CN1CCN(CC1)CC1CCNCC1)C1C(NC(CC1)=O)=O